O1C(=CC=C1)CSCCC(=O)O 3-((furan-2-ylmethyl)thio)propanoic acid